N1=NC=CC1=O pyrazole-5-one